C(C)(=O)C1(C(=O)OCC1)C(F)(F)F alpha-acetyl-alpha-(trifluoromethyl)-gamma-butyrolactone